C(C)(C)OC(N[C@@H]1CC[C@H](CC1)C=1SC(=CN1)C1=C(C=C(C=C1)NC=1OC=CN1)S(=O)(=O)N1CCCC1)=O Trans-[4-[5-[4-(oxazol-2-ylamino)-2-pyrrolidin-1-ylsulfonyl-phenyl]thiazol-2-yl]cyclohexyl]carbamic acid isopropyl ester